3-(4-((R)-2-aminopropoxy)phenyl)-N-((R)-1-(3-fluorophenyl)ethyl)imidazo[1,2-b]pyridazin-6-amine N[C@@H](COC1=CC=C(C=C1)C1=CN=C2N1N=C(C=C2)N[C@H](C)C2=CC(=CC=C2)F)C